ClC1=C2C3=C(N=CN=C3C=C1C1=C(C(=CC=C1)F)F)N1[C@H](CO2)CN(CC1)C(C=C)=O 1-[(8aS)-6-Chloro-5-(2,3-difluorophenyl)-8a,9,11,12-tetrahydropyrazino[2',1':3,4][1,4]oxazepino[5,6,7-de]quinazolin-10(8H)-yl]prop-2-en-1-one